(S)-3-(4-(((R)-7-fluoro-4-(2-methyl-6-((3-methyloxetan-3-yl)methoxy)pyridin-3-yl)-2,3-dihydro-1H-inden-1-yl)oxy)phenyl)hex-4-ynoic acid methyl ester COC(C[C@H](C#CC)C1=CC=C(C=C1)O[C@@H]1CCC2=C(C=CC(=C12)F)C=1C(=NC(=CC1)OCC1(COC1)C)C)=O